tert-Butyl (2-(2-chlorobenzoyl)benzyl)carbamate ClC1=C(C(=O)C2=C(CNC(OC(C)(C)C)=O)C=CC=C2)C=CC=C1